(R)-8-(L-alanyl)-3-(2-(4-(4-fluorophenyl)piperazin-1-yl)ethyl)-2-methyl-2,8-diazaspiro[4.5]decan-1-one N[C@@H](C)C(=O)N1CCC2(C[C@@H](N(C2=O)C)CCN2CCN(CC2)C2=CC=C(C=C2)F)CC1